5-[2-(2-hydroxyethoxy)ethoxymethyl]bicyclo[2.2.1]hept-2-ene OCCOCCOCC1C2C=CC(C1)C2